CN1C(=NC=C1)C1N(CCC1)C(=O)NC1=CC(=C(C=C1)C)C1=NC=CC=C1 2-(1-methylimidazol-2-yl)-N-(4-methyl-3-pyridin-2-ylphenyl)pyrrolidine-1-carboxamide